dicyclohexylamine compound with ethylene glycol C(CO)O.C1(CCCCC1)NC1CCCCC1